2-[(4-{6-[(4-chloro-2-fluorobenzyl)oxy]pyridin-2-yl}piperidin-1-yl)methyl]-1-(tetrahydro-2H-pyran-4-ylmethyl)-1H-benzimidazole-6-carboxylic acid ClC1=CC(=C(COC2=CC=CC(=N2)C2CCN(CC2)CC2=NC3=C(N2CC2CCOCC2)C=C(C=C3)C(=O)O)C=C1)F